OC1C=C(CC(C1O)O)C(=O)O 3,4,5-trihydroxy-1-cyclohexene-1-carboxylic acid